ClC1=C(OC=2C=C(C=CC2C#N)N2CC(CC2)C(=O)O)C=C(C=C1)F 1-[3-(2-chloro-5-fluoro-phenoxy)-4-cyano-phenyl]Pyrrolidine-3-carboxylic acid